N1=CC(=CC=C1)CC[NH-] (2-pyridin-3-yl-ethyl)-amide